3-Bromo-9-(3-(quinazolin-4-yloxy)propyl)-9H-carbazole BrC=1C=CC=2N(C3=CC=CC=C3C2C1)CCCOC1=NC=NC2=CC=CC=C12